D-erythronate O=C([C@H](O)[C@H](O)CO)[O-]